5-morpholinopyrazolo[1,5-a]pyridine O1CCN(CC1)C1=CC=2N(C=C1)N=CC2